trans-3-[(4-fluorophenoxy)methyl]-4-methyl-2-[2-methyl-5-(2H-1,2,3-triazol-2-yl)-1,3-thiazole-4-carbonyl]-2-azabicyclo[3.1.1]heptane FC1=CC=C(OCC2N(C3CC(C2C)C3)C(=O)C=3N=C(SC3N3N=CC=N3)C)C=C1